C(C)S(=O)(=O)C=1C(=NC=CC1)C=1OC2=C(N1)C=C(C=C2)S(C(F)(F)F)(=O)=NC [2-(3-Ethylsulfonyl-2-pyridyl)-1,3-benzoxazol-5-yl]-methyliminooxo(trifluoromethyl)-λ6-sulfan